C1CC12CN(C2)C=2C=CC=NC2 5-{5-azaspiro[2.3]hexan-5-yl}pyridin